NC1=NC=CC=C1C1=NC=2C(=NC(=CC2)C2=CC=CC=C2)N1C1=CC=C(CNC(=O)C2=CC=C(C=C2)C(C(=O)O)C)C=C1 2-(4-((4-(2-(2-aminopyridin-3-yl)-5-phenyl-3H-imidazo[4,5-b]pyridin-3-yl)benzyl)carbamoyl)phenyl)propanoic acid